CC1=CC=C(C=C1)S(=O)(=O)O.NCC(=O)N1[C@@H](CC(C1)(F)F)C#N (S)-1-(2-aminoacetyl)-2-cyano-4,4-difluoropyrrolidine p-toluenesulfonate